COC=1C=CC2=C(C1)CO[C@@H]1[C@H]2NCCC1 |r| Rac-(4aS,10bS)-8-methoxy-2,3,4,4a,6,10b-hexahydro-1H-isochromeno[4,3-b]pyridine